BrC=1C=C2C(=NC=NC2=CC1)NC1=CC(=C(C=C1)OCC1COCC1)Cl 6-Bromo-N-(3-chloro-4-((tetrahydrofuran-3-yl)methoxy)phenyl)quinazolin-4-amine